N-(2,3-dihydrobenzofuran-7-yl)-7-methoxy-2-(tetrahydro-2H-pyran-4-yl)imidazo[1,2-a]pyridine-6-carboxamide O1CCC2=C1C(=CC=C2)NC(=O)C=2C(=CC=1N(C2)C=C(N1)C1CCOCC1)OC